CN1C(=NC=C1)N(C(=O)C1N(C(C1)=O)C(=O)N[C@H](CC)C1=CC=CC=C1)C N2-(1-methyl-1H-imidazol-2-yl)-N1-((R)-1-phenylpropyl)-N2-methyl-4-oxoazetidine-1,2-dicarboxamide